(4-(4-aminophenyl)piperazin-1-yl)(phenyl)methanone NC1=CC=C(C=C1)N1CCN(CC1)C(=O)C1=CC=CC=C1